OC1(CCN(CC1)C1=C(C=C(C=C1)[N+](=O)[O-])C(F)(F)F)CC(=O)OC(C)(C)C tert-butyl 2-[4-hydroxy-1-[4-nitro-2-(trifluoromethyl)phenyl]-4-piperidyl]acetate